C[N+](C)(CC(CS(=O)(=O)[O-])O)CCCCCCCCCCCC 3-(N,N-dimethyldodecylammonio)-2-hydroxypropane-1-sulfonate